ClC1=C(C=C(OCC(=O)NC23CC(C2)(C3)C(=O)NCCC3=NC=CC=C3)C=C1)F 3-[2-(4-chloro-3-fluorophenoxy)acetamido]-N-[2-(pyridin-2-yl)ethyl]bicyclo[1.1.1]pentane-1-carboxamide